ClC=1C=C(OC2C(C(C2(C)C)C(C(O)=O)CCCC(C)C)(C)C)C=CC1C#N 2-((1r,3r)-3-(3-chloro-4-cyanophenoxy)-2,2,4,4-tetramethyl-cyclobutyl)-1-oxoisooctanol